2-(6-(4-isopropyl-4H-1,2,4-triazol-3-yl)pyridin-2-yl)-5-methylisoindol-1-one C(C)(C)N1C(=NN=C1)C1=CC=CC(=N1)N1C(C2=CC=C(C=C2C1)C)=O